4-({3-[8-bromo-3-(2,2,2-trifluoroethyl)imidazo[1,2-a]pyridin-2-yl]prop-2-yn-1-yl}amino)-N-isopropyl-3-methoxybenzamide BrC=1C=2N(C=CC1)C(=C(N2)C#CCNC2=C(C=C(C(=O)NC(C)C)C=C2)OC)CC(F)(F)F